4-(Acetaminophenyl)-N-methylcyclohexane-1-carboxamide N(C(=O)C)C1=C(C=CC=C1)C1CCC(CC1)C(=O)NC